3-diphenylphosphinyloxytetrahydrothiophene-1,1-dioxide C1(=CC=CC=C1)P(=O)(OC1CS(CC1)(=O)=O)C1=CC=CC=C1